4-(3-((3-Methyl-1H-indazol-4-yl)oxy)propyl)piperazine-1-carboxylate CC1=NNC2=CC=CC(=C12)OCCCN1CCN(CC1)C(=O)[O-]